3-Azidopropane-1,2-diyldistearate N(=[N+]=[N-])CC(CCCCCCCCCCCCCCCCCCC(=O)[O-])CCCCCCCCCCCCCCCCCC(=O)[O-]